2-(4'-chloro-3'-((2S,3R)-2-(4-chlorophenyl)-4,4,4-trifluoro-3-methylbutanylamino)-5-propyl-[1,1'-biphenyl]-2-yl)acetic acid ClC1=C(C=C(C=C1)C1=C(C=CC(=C1)CCC)CC(=O)O)NC[C@@H]([C@H](C(F)(F)F)C)C1=CC=C(C=C1)Cl